1-methyl-5-(4,4,5,5-tetramethyl-1,3,2-dioxaborolan-2-yl)pyrazolo[3,4-b]pyridine CN1N=CC=2C1=NC=C(C2)B2OC(C(O2)(C)C)(C)C